(3S)-6,6-dimethylpiperidin-3-amine CC1(CC[C@@H](CN1)N)C